C(C)(C)(C)OC(NC1=C(C(=CC=C1)F)CNC(=O)OC(C)(C)C)=O (2-(((tert-Butoxycarbonyl)amino)methyl)-3-fluorophenyl)carbamic acid tert-butyl ester